CC1=NN(C=C1C)CNC=O N-((3,4-dimethyl-1H-pyrazole-1-yl)methyl)formamide